4-(4-(methoxycarbonyl)-2-(trifluoromethyl)piperidin-1-yl)-butyric acid COC(=O)C1CC(N(CC1)CCCC(=O)O)C(F)(F)F